C(C1=CC=CC=C1)C1CC2(CN(C2)C(=O)C2CC(C2)(C)O)C1 (6-benzyl-2-azaspiro[3.3]hept-2-yl)((1s,3s)-3-hydroxy-3-methylcyclobutyl)methanone